NC1=CC=C(C(=N1)N1N=CC(=C1C(F)(F)F)C(=O)NC=1C=NC(=C(C1)C#N)N1N=CC=N1)Cl 1-(6-amino-3-chloropyridin-2-yl)-N-(5-cyano-6-(2H-1,2,3-triazol-2-yl)pyridin-3-yl)-5-(trifluoromethyl)-1H-pyrazole-4-carboxamide